NC=1N=CN(C(C1C(=O)NC=1C(=C(C=CC1)[C@H]1N(CCC1)C(=O)OC(C)(C)C)F)=O)C1=C(C=CC=C1C)Cl tert-butyl (S)-2-(3-(4-amino-1-((S)-2-chloro-6-methylphenyl)-6-oxo-1,6-dihydropyrimidine-5-carboxamido)-2-fluorophenyl)pyrrolidine-1-carboxylate